CC=1C=C(C=CC1)C1=CC=C(C=C1)C1CN(C1)C(=O)N1C[C@@H]2[C@@H](OCC(N2)=O)CC1 (4aR,8aS)-6-(3-(3'-Methyl-[1,1'-biphenyl]-4-yl)azetidin-1-carbonyl)hexahydro-2H-pyrido[4,3-b][1,4]oxazin-3(4H)-on